(3R*,4R*)-1-Cyclohexyl-4-{[5-(2,4-difluoro-phenyl)-isoxazole-3-carbonyl]-amino}-piperidine-3-carboxylic acid [(R)-1-(5-fluoro-pyrimidin-2-yl)-ethyl]-amide FC=1C=NC(=NC1)[C@@H](C)NC(=O)[C@@H]1CN(CC[C@H]1NC(=O)C1=NOC(=C1)C1=C(C=C(C=C1)F)F)C1CCCCC1 |o1:12,17|